C(C)OC(CC(C=1C=C2CCCC2=C(C1)CO)C1=C(C2=C(N(N=N2)C)C(=C1)C1CC1)C)=O 3-(7-Cyclopropyl-1,4-dimethyl-1H-benzotriazol-5-yl)-3-[7-(hydroxymethyl)-2,3-dihydro-1H-inden-5-yl]propionic acid ethyl ester